(E)-1-(5-chloro-2-nitrophenyl)-2-(3-chlorophenyl)diazene ClC=1C=CC(=C(C1)\N=N\C1=CC(=CC=C1)Cl)[N+](=O)[O-]